OC=1C=C(C=CC1O)/C=C/C(=O)N[C@@H](CC1=CC(=C(C=C1)O)O)C(=O)O [(2E)-3-(3,4-dihydroxyphenyl)-1-oxo-2-propen-1-yl]-3-hydroxy-L-tyrosine